1-(4-Chloro-2-fluorophenyl)prop-2-yn-1-ol ClC1=CC(=C(C=C1)C(C#C)O)F